3,4-dihydroxyfuran OC1=COC=C1O